C(C)N(C1=CC(=C(C=C1)C1(OC(=O)C2=CC=CC=C12)C1=C(N(C2=CC=CC=C12)CCCCCCCC)C)OCC)CC 3-(4-diethylamino-2-ethoxyphenyl)-3-(1-n-octyl-2-methylindol-3-yl)phthalide